NC=1C(=C(C=CC1)SC=1N=CC(=NC1C)N1CCC2(CC1)C(C1=CC=CC=C1C2)(N)C)Cl 1'-(5-((3-amino-2-chlorophenyl)thio)-6-methylpyrazin-2-yl)-1-methyl-1,3-dihydrospiro[indene-2,4'-piperidin]-1-amine